(3,4-Dimethylpiperazin-1-yl)-N-(6-(1-methyl-1H-pyrazol-4-yl)pyridin-2-yl)-2-morpholinooxazolo[4,5-b]pyridine-6-carboxamide Hydrochloride Cl.CC1CN(CCN1C)C1=C(C=C2C(=N1)N=C(O2)N2CCOCC2)C(=O)NC2=NC(=CC=C2)C=2C=NN(C2)C